1-(5-chloro-2-formylphenoxy) cyclopropane-1-carboxylate C1(CC1)C(=O)OOC1=C(C=CC(=C1)Cl)C=O